ClC1=CC=C(C=C1)C1=C(N=C(N1)C1=CC=C(C=C1)S(=O)(=O)NC=1N=CSC1)C 4-(5-(4-chlorophenyl)-4-methyl-1H-imidazol-2-yl)-N-(thiazol-4-yl)benzenesulfonamide